ClC1=NC=CC(=N1)N(C(=O)C1(CC1)C(=O)N)C1=CC=C(C=C1)F N-(2-chloropyrimidin-4-yl)-N-(4-fluorophenyl)cyclopropane-1,1-dicarboxamide